N-[1-(dicyclopropylmethyl)-2-[[5-(5-ethyl-3-methyl-1H-pyrazol-4-yl)-2-pyridyl]amino]-2-oxo-ethyl]-2-ethyl-pyrazole-3-carboxamide C1(CC1)C(C(C(=O)NC1=NC=C(C=C1)C=1C(=NNC1CC)C)NC(=O)C=1N(N=CC1)CC)C1CC1